NC(CC(O)C1=CC=C(C=C1)Cl)C 3-amino-1-(4-chlorophenyl)butan-1-ol